O[C@@]1([C@]2(C)[C@@H](CC1)[C@@H]1CCC3=CC(CCC3=C1[C@H](C2)C2=CC=C(C=C2)S(=O)(=O)C)=O)C(C(F)(F)F)(F)F (11β,17β)-17-Hydroxy-11-[4-(methylsulfonyl)phenyl]-17-(perfluoroethyl)-estra-4,9-dien-3-one